FC=1C(=C(C=C(C1)C1=NOC(=N1)[C@@H]1[C@H](C1)F)NC(=O)C=1C=NN2C1C=CC=C2)C N-(3-fluoro-5-(5-((1r,2s)-2-fluorocyclopropyl)-1,2,4-oxadiazol-3-yl)-2-methylphenyl)pyrazolo[1,5-a]pyridine-3-carboxamide